FC1=C(C(=CC(=C1)OC(C)C)F)C1=NC(=NO1)N1CCCC2=CC(=CC=C12)C=O 1-(5-(2,6-difluoro-4-isopropoxyphenyl)-1,2,4-oxadiazol-3-yl)-1,2,3,4-tetrahydroquinoline-6-carbaldehyde